2-(6-(((cis)-3-hydroxy-3-methylcyclobutyl)amino)-4-methylpyridazin-3-yl)-5-methylpyridin-3-ol OC1(CC(C1)NC1=CC(=C(N=N1)C1=NC=C(C=C1O)C)C)C